N-(4-(4-amino-7-(2-fluoroethyl)-7H-pyrrolo[2,3-d]pyrimidin-5-yl)phenyl)-5-(4-Chlorophenyl)-1-isopropyl-4-oxo-1,4-dihydropyridazine-3-carboxamide NC=1C2=C(N=CN1)N(C=C2C2=CC=C(C=C2)NC(=O)C2=NN(C=C(C2=O)C2=CC=C(C=C2)Cl)C(C)C)CCF